C(C)(C)(C)C=1C=CC=2C(NS(C3=CC=CC(NC(CC[C@H]4CC(N(C2N1)C4)(C)C)CCC(C4CC4)C4CC4)=N3)(=O)=O)=O (14S)-8-tert-Butyl-17-(3,3-dicyclopropylpropyl)-12,12-dimethyl-2λ6-thia-3,9,11,18,23-pentaazatetracyclo[17.3.1.111,14.05,10]tetracosa-1(22),5(10),6,8,19(23),20-hexaene-2,2,4-trione